2,5-dichloro-4-nitroaniline ClC1=C(N)C=C(C(=C1)[N+](=O)[O-])Cl